4-Methylbenzenesulfonic acid [(3S)-1-methyl-5-oxo-pyrrolidin-3-yl]Methyl ester CN1C[C@H](CC1=O)COS(=O)(=O)C1=CC=C(C=C1)C